BrC1=CC=C(C=C1)C1=CC=2C=CC3=CC=CC=C3C2C=C1 2-(4-bromophenyl)-phenanthrene